ClC=1C=C2C=C(NC2=CC1C1=NC(=C(C=C1)NCC)F)CNC(C)=O N-({5-chloro-6-[5-(ethylamino)-6-fluoro-2-pyridyl]-2-indolyl}methyl)acetamide